5-(but-3-yn-1-yl)-3,4-dihydroisoquinoline-2(1H)-carboxylic acid tert-butyl ester C(C)(C)(C)OC(=O)N1CC2=CC=CC(=C2CC1)CCC#C